2,5-dimethyl-2,5-bis(t-butylperoxy)-3-hexyloxybenzene CC1(C=CC(C=C1OCCCCCC)(OOC(C)(C)C)C)OOC(C)(C)C